3-aminobutyl(dimethylethoxysilane) NC(CC[Si](OCC)(C)C)C